F[C@@H]1[C@@H]([C@@H](N(C1)C(=O)OCC1=CC=CC=C1)CC1=C(C(=CC=C1)O)F)NS(=O)(=O)C benzyl (2S,3R,4S)-4-fluoro-2-[(2-fluoro-3-hydroxyphenyl)methyl]-3-[(methanesulfonyl)amino]pyrrolidine-1-carboxylate